3-cyanopropyltrimethoxysilane C(#N)CCC[Si](OC)(OC)OC